BrC1=NN2C(C=CC=C2)=C1C#C bromo-3-ethynyl-pyrazolo[1,5-a]pyridine